ClC1=CC2=C(N=C(O2)C=2C=NC=C(C2N2CCC(CC2)N)C2=CC(=CC(=C2)C)C)C=C1 1-[3-(6-chloro-2-benzoxazolyl)-5-(3,5-dimethylphenyl)-4-pyridyl]-4-piperidinamine